Cl.FC(C1=NOC(=N1)CN)(F)F (3-(trifluoromethyl)-1,2,4-oxadiazol-5-yl)methylamine hydrochloride